2-(p-phenoxyphenyl)ethyl methacrylate C(C(=C)C)(=O)OCCC1=CC=C(C=C1)OC1=CC=CC=C1